Cl.CC=1N=C2N(C=C(C=C2C#N)C=2N=C3C(=NC2)N=C(S3)N3CCNCC3)C1 2-Methyl-6-[2-(piperazin-1-yl)[1,3]thiazolo[4,5-b]pyrazin-6-yl]imidazo[1,2-a]pyridin-8-carbonitril-Hydrochlorid